C(CS(=O)(=O)O)NCC(=O)N n-(2-acetamido)-2-aminoethanesulfonic acid